[2-(11-cyclopropyl-7-methylsulfonyl-1,9-diazatricyclo[6.3.1.04,12]dodeca-2,4,6,8(12)-tetraen-2-yl)-7-fluoro-1-methyl-benzoimidazol-5-yl]methanone C1(CC1)C1CNC=2C(=CC=C3C=C(N1C32)C3=NC2=C(N3C)C(=CC(=C2)C=O)F)S(=O)(=O)C